CC1(C2CC(C(C1C)C2)C2CCC(CC2)O)C 4-(5,5,6-trimethylbicyclo[2.2.1]heptan-2-yl)cyclohexanol